NCCCN1CC2C3C=NC(C(C31)CC(C)C)(C2)C(=O)NCC2=CC=CC3=CC=CC=C23 1-(3-aminopropyl)-7-isobutyl-N-(naphthalen-1-ylmethyl)-1,2,3,3a,7,7a-hexahydro-6H-3,6-methanopyrrolo[3,2-c]pyridine-6-carboxamide